1-(4-((4-(4-ethylpiperazin-1-yl)phenyl)amino)-5-fluoropyrimidin-2-yl)-1H-benzo[d]imidazol-2-amine C(C)N1CCN(CC1)C1=CC=C(C=C1)NC1=NC(=NC=C1F)N1C(=NC2=C1C=CC=C2)N